5-(8-(benzyloxy)-[1,2,4]triazolo[1,5-a]pyridin-5-yl)oxazolidine-2,4-dione C(C1=CC=CC=C1)OC=1C=2N(C(=CC1)C1C(NC(O1)=O)=O)N=CN2